NC=1C=C(C=2N(C1)C=C(N2)C)C#N 6-amino-2-methylimidazo[1,2-a]pyridine-8-carbonitrile